7-chloro-1-isopropoxy-2,6-naphthyridine-3-carbonitrile ClC1=NC=C2C=C(N=C(C2=C1)OC(C)C)C#N